1,2-biscitraconimidoethylbenzene C1(C(C)=CC(N1C(CN1C(C(C)=CC1=O)=O)C1=CC=CC=C1)=O)=O